1-(4-(trifluoromethyl)phenyl)prop-2-yn-1-ol FC(C1=CC=C(C=C1)C(C#C)O)(F)F